F[C@@H]1[C@@H](N(C[C@H]1O)C1(C2=CC=CC=C2C=2C=CC=CC12)C1=CC=CC=C1)C(=O)OC methyl (2S,3R,4R)-3-fluoro-4-hydroxy-1-(9-phenylfluoren-9-yl)pyrrolidine-2-carboxylate